{3-benzyl-5'-fluoro-1'-methyl-[4,6'-biindazol]-1-yl}acetic acid C(C1=CC=CC=C1)C1=NN(C=2C=CC=C(C12)C1=C(C=C2C=NN(C2=C1)C)F)CC(=O)O